OC(CCCCCCCCCCCC(=O)O)CC=CCCCCCCCC 13-Hydroxy-tetracos-15-enoic acid